C(C)(=O)C1=C(N(C2=CC=C(C=C2C1=O)F)C)SC 3-acetyl-6-fluoro-1-methyl-2-(methylthio)quinolin-4(1H)-one